C(#N)C1CC2(C1)C[C@H](N(CC2)CC2=C1C=CNC1=C(C=C2OC)C)C2=CC=C(C(=O)NC1CC3(CN(C3)C3CC3)C1)C=C2 4-((2S,4r,6S)-2-cyano-7-((5-methoxy-7-methyl-1H-indol-4-yl)methyl)-7-azaspiro[3.5]nonan-6-yl)-N-(2-cyclopropyl-2-azaspiro[3.3]heptan-6-yl)benzamide